3-Phenyl-1-(6,7,8,9-tetrahydrobenzo[g][1,3]benzodioxol-6-ylmethyl)pyrrolidine C1(=CC=CC=C1)C1CN(CC1)CC1CCCC2=C1C=CC1=C2OCO1